N1C=CC(C2=CC=CC=C12)=O quinoline-4(1H)-one